(E)-4-(4-((5-(3-methoxy-3-oxoprop-1-en-1-yl)thiophen-2-yl)ethynyl)phenyl)piperazin-1-ium trifluoroacetate FC(C(=O)[O-])(F)F.COC(/C=C/C1=CC=C(S1)C#CC1=CC=C(C=C1)N1CC[NH2+]CC1)=O